2-((4-(6-((4-cyano-2-fluorobenzyl)oxy)pyridin-2-yl)-2,5-difluorophenyl)fluoromethyl)-1-(2-methoxyethyl)-1H-benzo[d]imidazole-6-carboxylic acid C(#N)C1=CC(=C(COC2=CC=CC(=N2)C2=CC(=C(C=C2F)C(C2=NC3=C(N2CCOC)C=C(C=C3)C(=O)O)F)F)C=C1)F